phenyl 10-acetoxydecanoate C(C)(=O)OCCCCCCCCCC(=O)OC1=CC=CC=C1